C1(=CC(=CC=C1)C(C)N)C(C)N 1,1'-(1,3-phenylen)bis(ethan-1-amin)